C(C)(C)(C)OC(NC1CCN(CC1)C(=O)C1=C(OC2=C1C=C(C=C2)OCC2=CC=CC=C2)C)=O (1-(5-(benzyloxy)-2-methylbenzofuran-3-carbonyl)piperidin-4-yl)carbamic acid tert-butyl ester